1-({2-[(6-methoxy-2-methyl-1,2,3,4-tetrahydroisoquinolin-7-yl)amino]quinazolin-7-yl}-amino)-N,N-dimethylcyclobutane-1-carboxamide COC=1C=C2CCN(CC2=CC1NC1=NC2=CC(=CC=C2C=N1)NC1(CCC1)C(=O)N(C)C)C